BrCC=1C=CC(=NC1)C1=NOC(=N1)C(F)(F)F 3-[5-(bromomethyl)-2-pyridinyl]-5-(trifluoromethyl)-1,2,4-oxadiazole